N-((1r,3s,5s)-8-benzyl-8-azabicyclo[3.2.1]oct-3-yl)benzofuran-6-carboxamide C(C1=CC=CC=C1)N1[C@H]2CC(C[C@@H]1CC2)NC(=O)C2=CC1=C(C=CO1)C=C2